C1(CCCC1)C1=CC2=C(C(CC(O2)(C)C)(O)C(C)C)C=C1 7-Cyclopentyl-3,4-dihydro-4-isopropyl-2,2-dimethyl-2H-1-benzopyran-4-ol